boron (germanium) [Ge].[B]